OCCC=1C=C(OCCN2CCN(CC2)C(=O)OC(C)(C)C)C=CC1 tert-butyl 4-(2-(3-(2-hydroxyethyl)phenoxy)ethyl)piperazine-1-carboxylate